3-(2-chloro-4-methylthiophen-3-yl)-7-((2-methoxy-4-(1-methylpiperidin-4-yl)phenyl)amino)-1-(5-methoxypyridin-2-yl)-3,4-dihydropyrimido[4,5-d]pyrimidin-2(1H)-one ClC=1SC=C(C1N1C(N(C2=NC(=NC=C2C1)NC1=C(C=C(C=C1)C1CCN(CC1)C)OC)C1=NC=C(C=C1)OC)=O)C